ClC=1C(N(N=CC1NC[C@@H]1COCCC1)[C@@H]1OCCCC1)=O (2R)-4-chloro-2-[(2R)-tetrahydropyran-2-yl]-5-[[(3R)-tetrahydropyran-3-yl]methylamino]pyridazin-3-one